C(C)(C)(C)OC(=O)C=1C=C(OC2=CC=C(C=N2)C(=O)OC)C=CC1 methyl 6-(3-tert-butoxycarbonylphenoxy)pyridine-3-carboxylate